ClC1=C(C=C(C(=C1)[N+](=O)[O-])OC)C(F)(F)F 1-chloro-4-methoxy-5-nitro-2-(trifluoromethyl)benzene